iodo(thio)amine ISN